C(C)S(=O)(=O)C1=C(N=C2N1C=CC(=C2)C(F)(F)F)C2=NC1=C(C=NC(=C1)C(F)(F)F)N2C 2-[3-ethylsulfonyl-7-trifluoromethylimidazo[1,2-a]pyridin-2-yl]-3-methyl-6-trifluoromethylimidazo[4,5-c]pyridine